4-hydroxy-5-methoxy-2,6-dimethylnicotinic acid OC1=C(C(=NC(=C1C(=O)O)C)C)OC